NC1=NC=NN2C1=CC=C2[C@@]2(O[C@@H]([C@@H]1[C@H]2OC(O1)(C)C)COC(=O)O[C@@H]([C@H](N(C)C)C(=O)OC)C)C#N methyl O-((((3aR,4R,6R,6aR)-6-(4-aminopyrrolo[2,1-f][1,2,4]triazin-7-yl)-6-cyano-2,2-dimethyltetrahydrofuro[3,4-d][1,3]dioxol-4-yl)methoxy)carbonyl)-N,N-dimethyl-L-threoninate